FC(C1=CC=C(C=N1)CNC(=O)C=1N=CSC1)(F)F N-{[6-(trifluoromethyl)pyridin-3-yl]methyl}-1,3-thiazole-4-carboxamide